tert-butyl 1-((2-amino-7-bromoquinazolin-4-yl)amino)-6-azaspiro[2.5]octane-6-carboxylate NC1=NC2=CC(=CC=C2C(=N1)NC1CC12CCN(CC2)C(=O)OC(C)(C)C)Br